4,5-dimethyl-benzo[c]selenophene CC1=C(C=CC2=C[Se]C=C21)C